ClC1=NC(=CC2=C1CC(C2)C=O)OCCNC(OC(C)(C)C)=O tert-Butyl N-[2-[(1-chloro-6-formyl-6,7-dihydro-5H-cyclopenta[c]pyridin-3-yl)oxy]ethyl]carbamate